CC1=CC2=C(N=C(N=C2)NC2=C(C=C(C=C2)C2=NN=CN2CCC#C)[N+](=O)[O-])C(=N1)NCC(C)(C)C 6-Methyl-N2-(4-(4-(but-3-yn-1-yl)-4H-1,2,4-triazol-3-yl)-2-nitrophenyl)-N8-neopentylpyrido[3,4-d]pyrimidine-2,8-diamine